C[C@@H]1CN(CC2=C1C1=C(N=CN=C1NC1=CC(=C(C=C1)OC=1C=NC(=CC1)C)C)S2)C(C=CCN2CCOCC2)=O (S)-1-(5-methyl-4-((3-methyl-4-((6-methylpyridin-3-yl)oxy)phenyl)amino)-5,8-dihydropyrido[4',3':4,5]thieno[2,3-d]pyrimidin-7(6H)-yl)-4-morpholinobut-2-en-1-one